1-{[7-bromo-4-(hydroxymethyl)(2-quinolyl)]amino}-3,4-dimethyl-azoline-2,5-dione BrC1=CC=C2C(=CC(=NC2=C1)NN1C(C(=C(C1=O)C)C)=O)CO